5-amino-2,4-di-t-butylbenzoate NC=1C(=CC(=C(C(=O)[O-])C1)C(C)(C)C)C(C)(C)C